3-(3-azabicyclo[3.1.0]hex-3-yl)-6-(4-methoxyphenyl)-5-methyl-2-phenylpyrazolo[1,5-a]pyrimidin-7(4H)-one C12CN(CC2C1)C=1C(=NN2C1NC(=C(C2=O)C2=CC=C(C=C2)OC)C)C2=CC=CC=C2